2-amino-5-fluoro-6-(trifluoromethyl)nicotinic acid NC1=C(C(=O)O)C=C(C(=N1)C(F)(F)F)F